3-(2-chloro-6-methyl-4-pyridinyl)-2-(3-cyanophenyl)-N-[(1-hydroxycyclopropyl)methyl]pyrazolo[1,5-a]pyrimidine-5-carboxamide ClC1=NC(=CC(=C1)C=1C(=NN2C1N=C(C=C2)C(=O)NCC2(CC2)O)C2=CC(=CC=C2)C#N)C